COC=1C=C2C=CN(C2=CC1)S(=O)(=O)C1=CC=C(C(=O)NNCCC)C=C1 4-((5-Methoxy-1H-indol-1-yl)sulfonyl)-N'-propylbenzohydrazide